5-[5-[3-(2-hydroxyethoxy)propoxy]-1-tetrahydropyran-2-yl-indazol-3-yl]pyridin-3-ol OCCOCCCOC=1C=C2C(=NN(C2=CC1)C1OCCCC1)C=1C=C(C=NC1)O